C(C)(C)(C)N(C(O)=O)[C@H](C(=O)N(C)OC)C[C@H]1C(NCC1)=O.ClC1=NC=NC=C1OC1=C(C=C(C=C1)F)C1=NC=NN1C(C)C 4-chloro-5-{4-fluoro-2-[1-(propan-2-yl)-1H-1,2,4-triazol-5-yl]Phenoxy}pyrimidine tert-Butyl-((S)-1-(methoxy(methyl)amino)-1-oxo-3-((S)-2-oxopyrrolidin-3-yl)propan-2-yl)carbamate